C1(=CC=CC=C1)C=1N=C2N(C=CC=C2)C1NC1=CC=C(C=C1)C 2-phenyl-N-(4-methylphenyl)imidazo[1,2-a]pyridin-3-amine